2-((1-(3-(4-fluorophenyl)-7-methyl-2-(4-methyl-1,2,5-oxadiazol-3-yl)quinolin-5-yl)ethyl)amino)benzoic acid FC1=CC=C(C=C1)C=1C(=NC2=CC(=CC(=C2C1)C(C)NC1=C(C(=O)O)C=CC=C1)C)C1=NON=C1C